SCOC1=C(C=C(C(=C1)OCS)OCS)OCS 1,2,4,5-tetrakis(mercaptomethoxy)benzene